Methyl chroman-4-carboxylate O1CCC(C2=CC=CC=C12)C(=O)OC